2-hydroxy-4'-(2-hydroxyethoxy)2-methyl-propiophenone OC(C(=O)C1=CC=C(C=C1)OCCO)(C)C